ClC=1C(=NC(=NC1OC1CN(CCC1)C)N1CCOCC1)N1N=C(C=C1CO)C1=CC=CC=C1 1-(5-chloro-6-((1-methylpiperidin-3-yl)oxy)-2-morpholinopyrimidin-4-yl)-3-phenyl-1H-pyrazol-5-ylmethanol